2-chloromethyl-4-methoxyl-3,5-dimethylpyridine hydrochloride Cl.ClCC1=NC=C(C(=C1C)OC)C